FC=1C=C(C#N)C=CC1F 3,4-Difluorobenzonitrile